C(C1=CC=CC=C1)N1C([C@](C2=CC=C(C=C12)C)(C)CC(=O)O)=O (R)-2-(1-benzyl-3,6-dimethyl-2-oxoindol-3-yl)acetic acid